2-cyclopropyl-quinazoline-4-thiol C1(CC1)C1=NC2=CC=CC=C2C(=N1)S